C12(CC3CC(CC(C1)C3)C2)CC(=O)NCCN2CCN(CC2)C(=O)C2=CC=C(C=C2)[C@@H]2N([C@H](CC3=C2NC2=CC=CC=C32)C(=O)OC)C(CCl)=O methyl (1S,3R)-1-(4-(4-(2-(2-((3R,5R,7R)-adamantan-1-yl) acetamido) ethyl) piperazine-1-carbonyl) phenyl)-2-(2-chloroacetyl)-2,3,4,9-tetrahydro-1H-pyrido[3,4-b]indole-3-carboxylate